(hydroxymethyl)tetrahydrofuran-3-yl methanesulfinate CS(=O)OC1C(OCC1)CO